O1C(=CC2=C1C=CC=C2)C=CC(=O)N2C(OCC2C(C)C)=O 3-(3-(benzofuran-2-yl)acryloyl)-4-isopropyloxazolidin-2-one